N(=C=O)C=1C=C(C=CC1)C=1C=NC=NC1 5-(3-isocyanatophenyl)pyrimidine